2-bromo-1-(7-(2-methylbenzoyl)-9H-fluoren-2-yl)butan-1-one BrC(C(=O)C1=CC=2CC3=CC(=CC=C3C2C=C1)C(C1=C(C=CC=C1)C)=O)CC